tert-butyl-7-(6,7-dichloropyrido[2,3-d]pyrimidin-4-yl)-2,7-diazaspiro-[3.5]nonane-2-carboxylate C(C)(C)(C)OC(=O)N1CC2(C1)CCN(CC2)C=2C1=C(N=CN2)N=C(C(=C1)Cl)Cl